C(#N)C1=C(C=C(OC2C(C(C2(C)C)NC(C2=CC=C(C=C2)N2CCC(CC2)C=O)=O)(C)C)C=C1)OC N-[3-(4-cyano-3-methoxy-phenoxy)-2,2,4,4-tetramethyl-cyclobutyl]-4-(4-formyl-1-piperidyl)benzamide